N-(1-(imidazo[1,2-a]pyrazine-3-carbonyl)indolin-6-yl)-3-(4-methyl-1H-imidazol-1-yl)-5-(trifluoromethyl)benzamide N=1C=C(N2C1C=NC=C2)C(=O)N2CCC1=CC=C(C=C21)NC(C2=CC(=CC(=C2)C(F)(F)F)N2C=NC(=C2)C)=O